5-[2,6-dichloro-4-(6-cyano-3,5-dioxo-4H-1,2,4-triazin-2-yl)phenoxy]-N,N-dimethyl-1H-indole-3-carboxamide ClC1=C(OC=2C=C3C(=CNC3=CC2)C(=O)N(C)C)C(=CC(=C1)N1N=C(C(NC1=O)=O)C#N)Cl